3-(4-(trifluoromethyl)phenyl)propanoate FC(C1=CC=C(C=C1)CCC(=O)[O-])(F)F